(R)-1-(2-ethynylthiazol-4-yl)-3-(2-hydroxy-1-(4-morpholinylphenyl)ethyl)urea C(#C)C=1SC=C(N1)NC(=O)N[C@@H](CO)C1=CC=C(C=C1)N1CCOCC1